4,4'-butylenebis-(3-methyl-6-tertiary butyl-phenol) C(CCCC1=C(C=C(C(=C1)C(C)(C)C)O)C)C1=C(C=C(C(=C1)C(C)(C)C)O)C